C(C)C=1C=C2C=CC=3N=C(OC3C2=CC1)C1=CC=CC=C1 7-ethyl-2-phenylnaphtho[2,1-d]oxazole